4'-{[trans-4-aminocyclohexyl]sulfonyl}-[1,1'-biphenyl]-4-carbonitrile hydrochloride Cl.N[C@@H]1CC[C@H](CC1)S(=O)(=O)C1=CC=C(C=C1)C1=CC=C(C=C1)C#N